NC=1C=C2CCN(C2=CC1)C1=CC2=C(NC(N2)=O)C=C1 5-(5-Aminoindolin-1-yl)-1,3-dihydro-2H-benzo[d]imidazol-2-one